OC[C@H](CC1=CC=CC=C1)NC(=O)C1[C@H]2C([C@H]2CN1C(=O)C1=NC2=CC=CC=C2C=C1)(C)C (1R,5S)-N-((S)-1-hydroxy-3-phenylpropan-2-yl)-6,6-dimethyl-3-(quinoline-2-carbonyl)-3-azabicyclo[3.1.0]hexane-2-carboxamide